tert-butyl 4-(9-(4-((4-(2-(3-chloro-5-cyanophenyl)propan-2-yl)phenoxy)methyl)pyrimidin-2-yl)-3,9-diazaspiro[5.5]undecan-3-yl)piperidine-1-carboxylate ClC=1C=C(C=C(C1)C#N)C(C)(C)C1=CC=C(OCC2=NC(=NC=C2)N2CCC3(CCN(CC3)C3CCN(CC3)C(=O)OC(C)(C)C)CC2)C=C1